OC=1C=C(C(=O)C=2N=CSC2)C=CC1 4-(3-hydroxybenzoyl)-1,3-thiazole